(s)-(3-(2-amino-1-(4-(3,5-dimethylisoxazol-4-yl)phenyl)ethyl)-1,2,3-oxadiazol-3-ium-5-yl)((3-(trifluoromethyl)phenyl)carbamoyl)amide NC[C@H](C1=CC=C(C=C1)C=1C(=NOC1C)C)[N+]1=NOC(=C1)[N-]C(NC1=CC(=CC=C1)C(F)(F)F)=O